FC1=C(C(=C2C=CNC2=C1F)S(=O)(=O)C)OC1=C(C=C(C(=C1)C=1NC=C(N1)C1(CCOC2=CC=CC=C12)C)F)CNC(C)(C)C N-[[2-[(6,7-difluoro-4-methylsulfonyl-1H-indol-5-yl)oxy]-5-fluoro-4-[4-(4-methylchroman-4-yl)-1H-imidazol-2-yl]phenyl]methyl]-2-methyl-propan-2-amine